OC1=C(C=C(C=C1)O)P1(OC2=CC=CC=C2C=2C=CC=CC12)=O 10-(2,5-dihydroxyphenyl)-9,10-dihydro-9-oxa-10-phosphaphenanthren-10-oxide